ClC1=CC=C(C=C1)N1N=C2C(=N1)C=CC(=C2)NC=2SC(=C(N2)C)C N-[2-(4-chlorophenyl)benzotriazol-5-yl]-4,5-dimethyl-thiazol-2-amine